ClC=1C(=C(C=CC1Cl)NC1=NC=NC2=CC(=C(C(=C12)[N+](=O)[O-])O)OC)F 4-((3,4-dichloro-2-fluorophenyl)amino)-7-methoxy-5-nitroquinazolin-6-ol